CC(C=O)C 2-methylpropanal